ClC=1C(=NC(=NC1)NC1=CC=C(C=C1)N1CCN(CC1)C)NC1=CC(=C(C(=C1)OC)Cl)OC 5-Chloro-N4-(4-chloro-3,5-dimethoxyphenyl)-N2-[4-(4-methylpiperazinyl)phenyl]pyrimidine-2,4-diamine